3-chloro-5-((1-methylpyrrolidin-3-yl)methoxy)aniline ClC=1C=C(N)C=C(C1)OCC1CN(CC1)C